C(CCCCCCC)[Sn](CCCCCCCC)CCCCCCCC trioctyl-tin